BrC1=CC=C(C=C1)C=1NN=C(N1)C(F)(F)F 3-(4-bromophenyl)-5-(trifluoromethyl)-2H-1,2,4-triazole